indolyl-3-acetic acid C1=CC=C2C(=C1)C(=CN2)CC(=O)O